rel-(3S)-5-[6-fluoro-5-[[4-methyl-6-(methylamino)pyrimidin-2-yl]amino]-2,3-dihydrobenzofuran-7-yl]-2,3,4,7-tetrahydro-1H-azepin-3-ol FC1=C(C2=C(CCO2)C=C1NC1=NC(=CC(=N1)C)NC)C=1C[C@@H](CNCC1)O |o1:22|